N=1C=NN2C1C=CC(=C2)C=2C=CN1N=C(N=C(C12)OC)NC12CCC(CC1)(C2)O 4-((5-([1,2,4]triazolo[1,5-a]pyridin-6-yl)-4-methoxypyrrolo[2,1-f][1,2,4]triazin-2-yl)amino)bicyclo[2.2.1]heptan-1-ol